3-bromopropylimidazolium BrCCCC=1NC=C[NH+]1